BrC=1C=C2C(=NC(=NC2=CC1)Cl)N(C1=CC=CC=C1)C 6-bromo-2-chloro-N-methyl-N-Phenylquinazolin-4-amine